4-chloro-2-(2,6-dioxopiperidin-3-yl)-3-oxoisoindoline-5-carboxamide ClC1=C2C(N(CC2=CC=C1C(=O)N)C1C(NC(CC1)=O)=O)=O